CC(=O)N[C@@H](CC(=O)[O-])C(=O)N[C@@H](CCC(=O)[O-])C(=O)[O-] The molecule is a peptide anion obtained by deprotonation of the three carboxy groups of N-acetyl-Asp-Glu; major species at pH 7.3. It is a conjugate base of an Ac-Asp-Glu.